N-(2-chloro-4-methylthiophen-3-yl)-2-((2-methyl-6-(4-methylpiperazin-1-yl)pyrimidin-4-yl)amino)thiazole-5-carboxamide ClC=1SC=C(C1NC(=O)C1=CN=C(S1)NC1=NC(=NC(=C1)N1CCN(CC1)C)C)C